C1(=CC(=CC=C1)N1C(C=CC1=O)=O)N1C(C=CC1=O)=O N,N'-1,3-Phenylenbismaleimid